2-[1-[(2S)-2-[4-(1H-imidazol-1-yl)phenoxy]-2-phenylethyl]-5-methyl-6-(1,3-oxazol-2-yl)-2,4-dioxo-1H,2H,3H,4H-thieno[2,3-d]pyrimidin-3-yl]-2-methylpropionic acid N1(C=NC=C1)C1=CC=C(O[C@H](CN2C(N(C(C3=C2SC(=C3C)C=3OC=CN3)=O)C(C(=O)O)(C)C)=O)C3=CC=CC=C3)C=C1